C(N)(=O)C=1C=C(C(=C(OCC2(CN(C2)C(=O)OC(C)(C)C)COC2=C(C(=CC(=C2)C(N)=O)[N+](=O)[O-])Cl)C1)Cl)[N+](=O)[O-] tert-butyl 3,3-bis[(5-carbamoyl-2-chloro-3-nitro-phenoxy)methyl]azetidine-1-carboxylate